COCOC1=C(C=C2C=C(NC2=C1)C)C=1N=C2C=CC(=NC2=CC1)N1C[C@H](CC1)N(C(OC(C)(C)C)=O)C Tert-butyl N-[(3S)-1-{6-[6-(methoxymethoxy)-2-methylindol-5-yl]-1,5-naphthyridin-2-yl} pyrrolidin-3-yl]-N-methylcarbamate